NC=1C=C(C=CC1C)NC(C1=CC(=NC=C1)N1CCOCC1)=O N-(3-amino-4-methylphenyl)-2-morpholinoisonicotinamide